BrCCCCOC=1C=CC(=C2C=CC(NC12)=O)C1=CC2=C(OCO2)C=C1 8-(4-bromobutoxy)-5-(benzo[d][1,3]dioxol-5-yl)quinolone